N[C@@H](CO)C(=O)[NH-] L-seryl-amide